6,7-dimethoxy-1-(furan-2-yl)-3,4-dihydroisoquinoline COC=1C=C2CCN=C(C2=CC1OC)C=1OC=CC1